FC=1C=C(C=C(C1)[N+](=O)[O-])S(=O)(=O)Cl 3-fluoro-5-nitrobenzene-1-sulfonyl chloride